BrC=1C=C2C(N3C(=NC2=CC1)[C@@H]1CCCN([C@@H]1CC3)C)=O |r| (±)-(4aR,13bR)-10-bromo-4-methyl-1,2,3,4,4a,5,6,13b-octahydro-8H-[1,6]naphthyridino[5,6-b]quinazolin-8-one